BrC=1C=CC2=C(C1F)COC1=NC(=CC=C12)F 8-bromo-3,7-difluoro-6H-isochromeno[3,4-b]pyridine